(S)-1-(4-(1-methyl-1H-pyrazol-5-yl)phenyl)ethanamine CN1N=CC=C1C1=CC=C(C=C1)[C@H](C)N